rac-N-[(3S,4R)-4-({[(1s,4S)-4-ethylcyclohexyl]oxy}methyl)-7-methyl-6-oxo-1,3,4,6-tetrahydro-2H-quinolizin-3-yl]ethanesulfonamide C(C)C1CCC(CC1)OC[C@H]1[C@H](CCC2=CC=C(C(N12)=O)C)NS(=O)(=O)CC |r|